Ethyl 1-(3,3-dimethylbutyl)-1H-1,2,3-triazole-5-carboxylate CC(CCN1N=NC=C1C(=O)OCC)(C)C